C1=CC=CC=2C3=CC=CC=C3C(C12)COC(=O)N[C@H](C(=O)OCCCCCCCC)CCC(C=[N+]=[N-])=O Octyl (S)-2-((((9H-fluoren-9-yl)methoxy)carbonyl)amino)-6-diazo-5-oxohexanoate